2-(3-(5-(aminomethyl)-2-(4-fluorophenyl)pyridin-4-yl)-1H-pyrazol-1-yl)acetonitrile NCC=1C(=CC(=NC1)C1=CC=C(C=C1)F)C1=NN(C=C1)CC#N